CN(C1=NC=CC(=N1)C1=CC2=C(O[C@H](CN2S(=O)(=O)C2=CC(=CC=C2)C(F)(F)F)CCC(=O)O)C=C1)C (S)-3-(6-(2-(dimethylamino)-pyrimidin-4-yl)-4-((3-(trifluoromethyl)phenyl)-sulfonyl)-3,4-dihydro-2H-benzo[b][1,4]oxazin-2-yl)propanoic acid